2-methyl-3,4-dihydroisoquinolin CN1CC2=CC=CC=C2CC1